ClC1=C(C(F)(F)F)C=C(C=C1)Cl 2,5-dichloro-α,α,α-trifluorotoluene